C(C)(C)(C)C1=CC(=NN1[C@H]1CN(CC1)C)NC=1N(C=2C(=NC=C(C2Cl)OC=2C=C3C(=NC2)SC=C3)N1)C (R)-N-(5-(tert-butyl)-1-(1-methylpyrrolidin-3-yl)-1H-pyrazol-3-yl)-7-chloro-1-methyl-6-(thieno[2,3-b]pyridin-5-yloxy)-1H-imidazo[4,5-b]pyridin-2-amine